CC(COC(CCC1=CC(=C(C(=C1)C)O)C(C)(C)C)=O)(C)C1OCC2(CO1)COC(OC2)C(COC(CCC2=CC(=C(C(=C2)C)O)C(C)(C)C)=O)(C)C 3,9-bis[1,1-dimethyl-2-{β-(3-tert-butyl-4-hydroxy-5-methylphenyl)propionyloxy}ethyl]-2,4,8,10-tetraoxaspiro[5.5]undecane